CCCCCCCCCCCC(=O)O[C@H](COC(=O)CCCCCCC/C=C\C/C=C\C/C=C\CC)COP(=O)(O)OC[C@H](CO)O 1-(9Z,12Z,15Z-octadecatrienoyl)-2-dodecanoyl-glycero-3-phospho-(1'-sn-glycerol)